(1R,3R,6S)-3-Isopropyl-6-methyl-7-oxabicyclo[4.1.0]heptane C(C)(C)[C@H]1C[C@H]2O[C@]2(CC1)C